CC(CC1NCCNC1)(C)O 2-Methyl-1-(2-piperazinyl)-2-propanol